BrC=1C=CC=2C3=C(C(=NC2C1)N)N=C(N3)C(C)CCC 7-bromo-2-(pentan-2-yl)-1H-imidazo[4,5-c]quinolin-4-amine